tert-butyl (1S,4R)-4-vinyl-2-oxa-5-azabicyclo[2.2.1]heptane-5-carboxylate C(=C)[C@]12CO[C@H](CN1C(=O)OC(C)(C)C)C2